CN1N=CC(=C1)NC=1N=C(C2=C(N1)CN(C2)C#N)C2=CC=CC=C2 2-((1-methyl-1H-pyrazol-4-yl)amino)-4-phenyl-5,7-dihydro-6H-pyrrolo[3,4-d]pyrimidine-6-carbonitrile